The molecule is a hydroxy-alkenylglucosinolic acid in which a 3-hydroxybut-1-en-4-yl group is attached to the carbon of the oxime sulfate moiety. It is a hydroxy-alkenylglucosinolic acid and a secondary alcohol. It derives from a gluconapin. It is a conjugate acid of a xi-progoitrin(1-). C=CC(CC(=NOS(=O)(=O)O)S[C@H]1[C@@H]([C@H]([C@@H]([C@H](O1)CO)O)O)O)O